2-(4-(1-(4-Amino-5-chloro-2-fluorophenyl)piperidin-4-yl)-5-fluoro-2-methoxyphenyl)isoindoline-1,3-dione NC1=CC(=C(C=C1Cl)N1CCC(CC1)C1=CC(=C(C=C1F)N1C(C2=CC=CC=C2C1=O)=O)OC)F